tert-butyl (5-chloro-2-formylpyridin-4-yl)carboxylate ClC=1C(=CC(=NC1)C=O)C(=O)OC(C)(C)C